(R)-2-(((3-butyl-3-ethyl-7-methoxy-1,1-dioxido-5-phenyl-2,3,4,5-tetrahydro-1,2,5-benzothiadiazepin-8-yl)methyl)thio)acetic acid C(CCC)[C@]1(NS(C2=C(N(C1)C1=CC=CC=C1)C=C(C(=C2)CSCC(=O)O)OC)(=O)=O)CC